5-hydroxy-2,2-bis(3-methylbut-2-en-1-yl)-4-(3-methylbutanoyl)cyclohex-4-ene-1,3-dione OC1=C(C(C(C(C1)=O)(CC=C(C)C)CC=C(C)C)=O)C(CC(C)C)=O